C(C)OC(=O)N[C@@H](CO)C(=O)O ethoxycarbonylserine